3-((7,9-dioxo-6,10-dioxaspiro[4.5]dec-8-ylidene)-λ3-iodo)-5-(pyridin-2-ylethynyl)benzonitrile O=C1OC2(CCCC2)OC(C1=IC=1C=C(C#N)C=C(C1)C#CC1=NC=CC=C1)=O